(2,3-dimethylphenyl)methanol CC1=C(C=CC=C1C)CO